C(C1=CC=CC=C1)N(CC)CC1=NN=C(S1)N 5-{[benzyl(ethyl)amino]methyl}-1,3,4-thiadiazol-2-amine